CS(=O)(=O)N1CCC(CC1)NC=1N=CC2=C(N1)N(C(C=C2)=O)[C@@H]2CCOC21CC1 (R)-2-((1-(methylsulfonyl)piperidin-4-yl)amino)-8-(4-oxaspiro[2.4]heptan-7-yl)pyrido[2,3-d]pyrimidin-7(8H)-one